p-(triethoxysilyl)acetophenone C(C)O[Si](C1=CC=C(C=C1)C(C)=O)(OCC)OCC